N-(3-chloro-5-[(2-chloro-5-fluorophenyl)carbonyl]-4-cyano-1H-indazol-6-yl)-5-fluoro-3-(trifluoromethyl)benzamide ClC1=NNC2=CC(=C(C(=C12)C#N)C(=O)C1=C(C=CC(=C1)F)Cl)NC(C1=CC(=CC(=C1)F)C(F)(F)F)=O